2-(((tert-Butyldimethylsilyl)oxy)methyl)pyridin-3-ol [Si](C)(C)(C(C)(C)C)OCC1=NC=CC=C1O